2-(methoxymethyl)morpholine COCC1CNCCO1